t-butyl bromopropanoate BrC(C(=O)OC(C)(C)C)C